COC(\C(=C/N(C)C)\C1=C(C=C(C=C1)C#N)OC)=O (Z)-2-(4-cyano-2-methoxyphenyl)-3-(dimethylamino)acrylic acid methyl ester